C1(CC1)CCN(C1=C2CN(C(C2=C(C=C1)F)=O)C1C(NC(CC1)=O)=O)C1CCC(CC1)NCC1(CC1)C(F)(F)F 3-(4-((2-cyclopropylethyl)((1s,4s)-4-(((1-(trifluoromethyl)cyclopropyl)methyl)amino)cyclohexyl)amino)-7-fluoro-1-oxoisoindolin-2-yl)piperidine-2,6-dione